3-((3-phenoxyphenethyl)amino)propan-1-ol O(C1=CC=CC=C1)C=1C=C(CCNCCCO)C=CC1